4-[(3-tert-butyl-5-cyclopropyl-phenyl)methyl-[2-[(2-cyanophenyl)methyl-(2,3,4,5-tetrafluorophenyl)sulfonyl-amino]acetyl]amino]-3-ethoxy-benzoic acid C(C)(C)(C)C=1C=C(C=C(C1)C1CC1)CN(C1=C(C=C(C(=O)O)C=C1)OCC)C(CN(S(=O)(=O)C1=C(C(=C(C(=C1)F)F)F)F)CC1=C(C=CC=C1)C#N)=O